5-(1-penten-5-yloxy)carbonylamino-3-(1-azabicyclo[5.4.0]undec-3-en-4-yl)-benzofuran C=CCCCOC(=O)NC=1C=CC2=C(C(=CO2)C2=CCN3CCCCC3CC2)C1